3-Bromo-6-chloro-N,2-dimethyl-5-nitropyridin-4-amine BrC=1C(=NC(=C(C1NC)[N+](=O)[O-])Cl)C